F/C=C(\CNC(OC(C)(C)C)=O)/CS(=O)(=O)C1=CC=CC=C1 tert-butyl (E)-(3-fluoro-2-((phenylsulfonyl)methyl)-allyl)carbamate